N-(2-(dimethylamino)-2-(thiophen-3-yl)ethyl)-3,4-dihydroquinoline-1(2H)-carboxamide CN(C(CNC(=O)N1CCCC2=CC=CC=C12)C1=CSC=C1)C